Tert-butyl (R)-(5-aminohexyl)carbamate N[C@@H](CCCCNC(OC(C)(C)C)=O)C